6-methoxy-7-benzyloxy-4-(4-nitrophenoxy)quinoline-1-oxide COC=1C=C2C(=CC=[N+](C2=CC1OCC1=CC=CC=C1)[O-])OC1=CC=C(C=C1)[N+](=O)[O-]